(S)-1-(sec-butyl)-3-(3-(difluoromethoxy)phenyl)-N-(3-methyl-1,1-dioxidothietan-3-yl)-1H-pyrazolo[4,3-b]pyridine-6-carboxamide [C@H](C)(CC)N1N=C(C2=NC=C(C=C21)C(=O)NC2(CS(C2)(=O)=O)C)C2=CC(=CC=C2)OC(F)F